(5-methoxy-2-(2H-1,2,3-triazol-2-yl)phenyl)methanone COC=1C=CC(=C(C1)C=O)N1N=CC=N1